[Br-].C(CCCCCCC\C=C/CCCCCCCC)(=O)C(C[N+](C)(C)C)CC(CCCCCCC\C=C/CCCCCCCC)=O (2,3-dioleoylpropyl)trimethylammonium bromide